FC=1C=C(C=CC1)CNC(=O)C=1C(=NC(=CC1C)N1CCOCC1)OCCOC N-[(3-Fluorophenyl)-methyl]-2-(2-methoxy-ethoxy)-4-methyl-6-morpholin-4-yl-pyridine-3-carboxylic acid amide